C1(CC1)N1CCN(CC1)CC(=O)NC=1N=CC2=CC=C(C=C2C1)C=1C=NN(C1)C 2-(4-cyclopropylpiperazin-1-yl)-N-(6-(1-methyl-1H-pyrazol-4-yl)isoquinolin-3-yl)acetamide